C(C=C)(=O)NC=1C=C(C=CC1C)C1=C(NC2=NC=C(C=C21)C(=O)OC(C)C)C2=CC=C(C=C2)OCCN(C)C isopropyl 3-(3-acrylamido-4-methylphenyl)-2-(4-(2-(dimethylamino)ethoxy)phenyl)-1H-pyrrolo[2,3-b]pyridine-5-carboxylate